FC1=C(C=CC(=C1)I)C1=NC=CC(=C1N)S(=O)(=O)C (2-fluoro-4-iodophenyl)-4-methanesulfonylpyridin-3-amine